tert-butyl 2-methyl-3-(((2-(trifluoromethyl)pyridin-3-yl)oxy)methyl)piperidine-1-carboxylate CC1N(CCCC1COC=1C(=NC=CC1)C(F)(F)F)C(=O)OC(C)(C)C